2-(2-bicyclo[2.2.1]hept-5-enylmethoxy)ethyl-tetramethylimidazolium C12C(CC(C=C1)C2)COCCCC=2NC(=C([N+]2C)C)C